4-[2-(2,6-dioxo-3-piperidinyl)-4-fluoro-1-oxo-isoindolin-5-yl]piperazine-1-carboxylic acid tert-butyl ester C(C)(C)(C)OC(=O)N1CCN(CC1)C=1C(=C2CN(C(C2=CC1)=O)C1C(NC(CC1)=O)=O)F